C(C)(C)(C)NCCCCCCCN N-(tert-butyl)heptane-1,7-diamine